Di-decylphosphate C(CCCCCCCCC)OP(=O)(OCCCCCCCCCC)[O-]